[Cl-].[Yb+3].[Cl-].[Cl-] ytterbium chloride salt